3,6-dimethylcarbazole CC=1C=CC=2NC3=CC=C(C=C3C2C1)C